5-(2-chloro-6-fluorobenzyl)-4-(cyclohexylmethyl)-2-methyl-2,4-dihydro-3H-1,2,4-triazol-3-one ClC1=C(CC=2N(C(N(N2)C)=O)CC2CCCCC2)C(=CC=C1)F